(±)-trans-2-(3-pyridyl)cyclopropanecarboxylic acid N1=CC(=CC=C1)[C@H]1[C@@H](C1)C(=O)O |r|